C(C)(=O)O[C@H]1[C@@H](OC2=CC(=C(C=C2)Cl)Cl)O[C@@H]([C@@H]([C@@H]1N=[N+]=[N-])OC(C)=O)COC(C)=O 3,4-Dichlorophenyl 2,4,6-tri-O-acetyl-3-azido-3-deoxy-α-D-galactopyranoside